(R)-4-(1-(4-Bromophenyl)-3-(3-(methylamino)piperidin-1-carbonyl)-1H-pyrazol-5-yl)benzonitril BrC1=CC=C(C=C1)N1N=C(C=C1C1=CC=C(C#N)C=C1)C(=O)N1C[C@@H](CCC1)NC